CC1CC[N+]2=NOC(=C21)[O-] 4-methyl-5,6-dihydro-4H-pyrrolo[1,2-c]oxadiazol-7-ium-3-olate